5-(8-((1S,2S)-2-(3-(3,3-dimethylazetidine-1-carbonyl)phenyl)cyclopropyl)imidazo[1,2-b]pyridazin-6-yl)pyrimidine-2,4(1H,3H)-dione CC1(CN(C1)C(=O)C=1C=C(C=CC1)[C@@H]1[C@H](C1)C=1C=2N(N=C(C1)C=1C(NC(NC1)=O)=O)C=CN2)C